[Si](C)(C)(C(C)(C)C)OCC1=CC=C(C=C1)NC1=C(C=CC(=N1)C=1CN(C=CC1)C)[N+](=O)[O-] 6-((4-(((tert-butyldimethylsilyl)oxy)methyl)phenyl)amino)-1'-methyl-5-nitro-2,3'-bipyridin